chloro-5-(difluoromethoxy)4-methylpyrimidine ClC1=NC=C(C(=N1)C)OC(F)F